2,5-dimethyl-4-chlorophenyl trichloromethyl sulfone ClC(Cl)(Cl)S(=O)(=O)C1=C(C=C(C(=C1)C)Cl)C